C1(=CC=C(C=C1)N(C1=CC=2C(C3=CC=CC=C3C2C=C1)(C)C)C1=CC=C(C=C1)C1(CC(C2=CC=C(C=C12)N(C1=CC=2C(C3=CC=CC=C3C2C=C1)(C)C)C1=CC=C(C=C1)C1=CC=CC=C1)(C)C)C)C1=CC=CC=C1 N-([1,1'-Biphenyl]-4-yl)-N-(4-(6-([1,1'-biphenyl]-4-yl(9,9-dimethyl-9H-fluoren-2-yl)amino)-1,3,3-trimethyl-2,3-dihydro-1H-inden-1-yl)phenyl)-9,9-dimethyl-9H-fluoren-2-amin